tert-butyl 3-amino-1-oxa-8-azaspiro[4.5]decan-8-carboxylate NC1COC2(C1)CCN(CC2)C(=O)OC(C)(C)C